Glyceryl Dimethoxycinnamate Ethylhexanoate C(C)OC(CCCCC)=O.COC(=C(C(=O)OCC(O)CO)OC)C1=CC=CC=C1